2-amino-2-phenylbutyric acid sodium salt [Na+].NC(C(=O)[O-])(CC)C1=CC=CC=C1